1-(3-(4-chloro-3-iodo-1H-pyrrolo[2,3-b]pyridin-5-yl)phenyl)piperazin-2-one 1H-2,4,8,10a-tetraazanaphtho[2,1,8-cde]azulene-8(2H)-carboxylate C1NC2=C3C4=C(N(C=CN13)C(=O)O)C=CC=C4N=C2.ClC2=C4C(=NC=C2C=2C=C(C=CC2)N2C(CNCC2)=O)NC=C4I